[OH-].C(C1=CC=CC=C1)NC benzylmethylamine hydroxide